(R)-8-((1,3-dimethyl-1H-pyrazol-5-yl)sulfonyl)-3-((R)-2-oxa-7-azaspiro[4.4]nonan-7-yl)-1-oxa-8-azaspiro[4.5]decane CN1N=C(C=C1S(=O)(=O)N1CCC2(C[C@H](CO2)N2C[C@]3(CCOC3)CC2)CC1)C